NC1=CC=CC(=N1)N1C[C@H](CC1)N(C(OC(C)(C)C)=O)C tert-butyl (S)-(1-(6-aminopyridin-2-yl)pyrrolidin-3-yl)(methyl)carbamate